5-tert-butoxy-4-({[(9H-fluoren-9-yl)methoxy]carbonyl}amino)-5-oxopentanoic acid C(C)(C)(C)OC(C(CCC(=O)O)NC(=O)OCC1C2=CC=CC=C2C=2C=CC=CC12)=O